1,1,1,3,3,3-Hexafluoropropan-2-yl (S)-1-((6-isopropoxypyridin-3-yl)carbamoyl)-6-azaspiro[2.5]octan-6-carboxylat C(C)(C)OC1=CC=C(C=N1)NC(=O)[C@H]1CC12CCN(CC2)C(=O)OC(C(F)(F)F)C(F)(F)F